CC=1C=C(C=C(C1CCCCC)C)O 3,5-Dimethyl-4-pentylphenol